ClC=1C(=C(C=CC1)NC1=C(NC2=C1C(NCC2)=O)C2=C(C=NC=C2)C#C[C@@]2(N(CCC2)C(=O)OC(C)(C)C)C)OC tert-butyl (2R)-2-[2-(4-{3-[(3-chloro-2-methoxyphenyl)amino]-4-oxo-1H,5H,6H,7H-pyrrolo[3,2-c]pyridin-2-yl}pyridin-3-yl)ethynyl]-2-methylpyrrolidine-1-carboxylate